(1R)-1-(2-fluoro-4-methoxy-phenyl)ethanamine FC1=C(C=CC(=C1)OC)[C@@H](C)N